CS(=O)(=O)O.CS(=O)(=O)O.NC=1C=C(C=CC1)CN1C(N(C(C(C(C1CC1=CC=CC=C1)O)O)CC1=CC=CC=C1)CC1=CC(=CC=C1)N)=O 1,3-bis[(3-aminophenyl)methyl]hexahydro-5,6-dihydroxy-4,7-bis(phenylmethyl)-2H-1,3-diazepin-2-one dimethanesulfonate